OC1C2CN(CC(C1)C2)C2=NC=NC1=CC=CC=C21 4-(6-hydroxy-3-azabicyclo[3.2.1]oct-3-yl)quinazoline